C1NCC=2C=NC(=CC21)N 2,3-Dihydro-1H-pyrrolo[3,4-c]pyridin-6-amine